CC(CCC(N)N)CCCCC 4-methyl-nonanediamine